trimethyl-2-hydroxyethyl-2-ethylcitrate COC(C(C(O)(C(=O)OC)CC(=O)OC)(CC)CCO)=O